C(C)OC([C@H](C)NP(=O)(N[C@H](C(OCC)=O)C)CC(CCC(=O)O)C(=O)OCOC(=O)OC(C)C)=O 4-((bis(((S)-1-ethoxy-1-oxopropan-2-yl)amino)phosphoryl)methyl)-5-(((isopropoxycarbonyl)oxy)methoxy)-5-oxopentanoic acid